C(C)C1=C(COC1=O)C=O 4-ethyl-5-oxo-2,5-dihydrofuran-3-carbaldehyde